(R)-4-(1-((5-Methoxy-7-methyl-1H-indol-4-yl)methyl)-4-(2,2,2-trifluoroethyl)piperazin-2-yl)-N-(methylsulfonyl)benzamide COC=1C(=C2C=CNC2=C(C1)C)CN1[C@@H](CN(CC1)CC(F)(F)F)C1=CC=C(C(=O)NS(=O)(=O)C)C=C1